[Si](C)(C)(C(C)(C)C)OC[C@H]1N(CC(C1)(C(F)(F)F)O)C(=O)OC(C)(C)C (2S)-tert-Butyl 2-(((tert-butyldimethylsilyl)oxy)methyl)-4-hydroxy-4-(trifluoromethyl)pyrrolidine-1-carboxylate